S1C(=NC2=C1C=CC=C2)C(=O)N[C@H](C(=O)NC=2C(N(C=CC2)CC(=O)N[C@H]2[C@H]1CC[C@@H](C2)C1)=O)CCC(C(=O)NC1CCCC1)=O (S)-2-(benzo[d]thiazole-2-carboxamido)-N1-(1-(2-((1S,2R,4R)-bicyclo[2.2.1]heptan-2-ylamino)-2-oxoethyl)-2-oxo-1,2-dihydropyridin-3-yl)-N6-cyclopentyl-5-oxohexanediamide